(S)-(8-(pyridin-4-yl)chroman-4-yl)methanamine dihydrochloride salt Cl.Cl.N1=CC=C(C=C1)C=1C=CC=C2[C@H](CCOC12)CN